FC=1C(=NC(N([C@H]2C[C@H](O)[C@@H](CO)O2)C1)=O)N 5-Fluorodeoxycytidine